3-(Benzyloxy)propane C(C1=CC=CC=C1)OCCC